2-(4-(2-(dimethylamino)ethyl)piperazin-1-yl)-6-(3,5-dimethylisoxazol-4-yl)quinazolin-4-ol CN(CCN1CCN(CC1)C1=NC2=CC=C(C=C2C(=N1)O)C=1C(=NOC1C)C)C